FC1=CC=C(C=C1)C=1NC2=CC=CC=C2C1CCC(=O)N[C@H]1C(NC[C@H]1O)=O 3-[2-(4-Fluorophenyl)-1H-indol-3-yl]-N-[(3R,4R)-4-hydroxy-2-oxo-pyrrolidin-3-yl]propionamide